8-(3-aminophenyl)-2-((4-methoxyphenyl)amino)-6-phenoxypteridine-7(8H)-one NC=1C=C(C=CC1)N1C(C(=NC=2C=NC(=NC12)NC1=CC=C(C=C1)OC)OC1=CC=CC=C1)=O